CN1C[C@@H](CCC1)NC1=NN=C(C2=CC=CC=C12)C=1C=C(C=CC1O)C1=CC=CC=C1 3-(4-{[(3R)-1-methylpiperidin-3-yl]amino}phthalazin-1-yl)[1,1'-biphenyl]-4-ol